Triethyl-ammonium Fluoride [F-].C(C)[NH+](CC)CC